C(CCC(=O)O)(=O)O.C(CCCCCCC)[Na] octyl-sodium succinate